C[C@H]1CN(CC2=CC=C(C=C12)N1CC2(CC1=O)CNCC2)C2=C1C(=NC=C2)N(N=C1)C 2-[(4R)-4-methyl-2-(1-methylpyrazolo[3,4-b]pyridin-4-yl)-3,4-dihydro-1H-isoquinolin-6-yl]-2,7-diazaspiro[4.4]nonan-3-one